FC1=C(C=C(C=C1)F)C1=CC=C(C=C1)CC(=O)N(C=1SC(=C(N1)C)SC)C 2-(2',5'-difluoro-[1,1'-biphenyl]-4-yl)-N-methyl-N-(4-methyl-5-(methylthio)thiazol-2-yl)acetamide